((4R,4'R,5'R)-pyridine-2,6-diylbis(4,5-diphenyl-4,5-dihydro-1H-imidazol-2,1-diyl))bis(naphthalen-1-yl-methanone) N1=C(C=CC=C1C=1N([C@@H]([C@H](N1)C1=CC=CC=C1)C1=CC=CC=C1)C(=O)C1=CC=CC2=CC=CC=C12)C=1N(C([C@H](N1)C1=CC=CC=C1)C1=CC=CC=C1)C(=O)C1=CC=CC2=CC=CC=C12